(1R,4r)-4-(2-(((R)-2-(3-Fluorophenyl)-2-hydroxyethyl)amino)propan-2-yl)cyclohexan-1-ol FC=1C=C(C=CC1)[C@H](CNC(C)(C)C1CCC(CC1)O)O